6-fluoro-N2-(5-methyl-1H-indol-3-yl)-5-(trifluoromethyl)-1H-benzo[d]imidazole-1,2-diamine hydrochloride Cl.FC=1C(=CC2=C(N(C(=N2)NC2=CNC3=CC=C(C=C23)C)N)C1)C(F)(F)F